ClC1=C(N=C(S1)NS(=O)(=O)C1CC1)C(C(=O)NC1=CC=C(C=C1)C1=NC(=CN=C1)OCC)(C)C 2-(5-chloro-2-(cyclopropanesulfonylamino)thiazol-4-yl)-N-(4-(6-ethoxypyrazin-2-yl)phenyl)-2-methylpropanamide